C(=O)(O)C1(C=C(C=CC1(C(=O)O)C(=O)O)C(C(F)(F)F)(CF)C1=CC(C(C=C1)(C(=O)O)C(=O)O)(C(=O)O)C(=O)O)C(=O)O 2,2-bis(3,3',4,4'-tetracarboxyphenyl)tetrafluoropropane